2-(4-Carboxy-4'-methyl[1,1'-biphenyl]-3-yl)-1,3-dioxo-2,3-dihydro-1H-isoindole C(=O)(O)C1=C(C=C(C=C1)C1=CC=C(C=C1)C)N1C(C2=CC=CC=C2C1=O)=O